ONCC#CC1=CC=C(C=C1)C1=NC(C=2N(C3=C1C(=C(S3)C)C)C(=NN2)C)CC(=O)OC(C)(C)C tert-butyl 2-(4-(4-(3-(hydroxyamino)prop-1-yn-1-yl)phenyl)-2,3,9-trimethyl-6H-thieno[3,2-f][1,2,4]triazolo[4,3-a][1,4]diazepin-6-yl)acetate